tert-butyl ((5-((R)-1-((1S,3S,5S)-5-(azidomethyl)-2-((9,9-difluoro-9H-fluorene-3-carbonyl)glycyl)-2-azabicyclo[3.1.0]hexane-3-carboxamido)ethyl)thiophen-3-yl)(imino)methyl)carbamate N(=[N+]=[N-])C[C@@]12C[C@H](N([C@H]2C1)C(CNC(=O)C=1C=CC=2C(C3=CC=CC=C3C2C1)(F)F)=O)C(=O)N[C@H](C)C1=CC(=CS1)C(=N)NC(OC(C)(C)C)=O